NC=1C2=C(N=CN1)N(C(=C2C2=CC=C(C=C2)C(=O)N2CCC(CC2)OC)C2=CC=C(C=C2)NC(C(=C)C)=O)C N-(4-(4-amino-5-(4-(4-methoxypiperidine-1-carbonyl)phenyl)-7-methyl-7H-pyrrolo[2,3-d]pyrimidin-6-yl)phenyl)methacrylamide